(2R,4R)-1-(3-chloro-2-fluorobenzyl)-2-methyl-4-((3-methyl-6-((5-meth-yl-1H-pyrazol-3-yl)-amino)pyridin-2-yl)-methyl)piperidine-4-carboxylic acid ClC=1C(=C(CN2[C@@H](C[C@@](CC2)(C(=O)O)CC2=NC(=CC=C2C)NC2=NNC(=C2)C)C)C=CC1)F